N[C@H]1CS(C2=C(N(C1=O)CC=1N=NC(=CC1)Cl)C=C(C(=C2)F)C=2OC(=NN2)C(C)(C)C)(=O)=O (3R)-3-amino-7-(5-tert-butyl-1,3,4-oxadiazol-2-yl)-5-[(6-chloropyridazin-3-yl)methyl]-8-fluoro-1,1-dioxo-2,3-dihydro-1λ6,5-benzothiazepin-4-one